2-ethyl-4-(4-(4-fluoro-2,3-dihydrobenzofuran-7-yl)piperazine-1-carbonyl)phthalazin-1(2H)-one C(C)N1C(C2=CC=CC=C2C(=N1)C(=O)N1CCN(CC1)C1=CC=C(C=2CCOC21)F)=O